C1(CC1)C=1N=CN(C1)C=1C=C2C(N(N(C2=CC1C)C)C1=CC(=CC=C1)C1=NN=CN1C(C)C)=O 5-(4-cyclopropyl-1H-imidazol-1-yl)-2-(3-(4-isopropyl-4H-1,2,4-triazol-3-yl)phenyl)-1,6-dimethyl-1H-indazol-3(2H)-one